Tert-butyl 7-prop-2-ynyl-3-oxa-7,9-diazabicyclo[3.3.1]nonane-9-carboxylate C(C#C)N1CC2COCC(C1)N2C(=O)OC(C)(C)C